NC=1C2=C(N=CN1)N(C=C2C#C)C2C(CCCC2)=O (4-amino-5-ethynyl-7H-pyrrolo[2,3-d]pyrimidin-7-yl)cyclohexan-1-one